P(=O)(OC[C@H](CO)O)(OC)OC (S)-2,3-dihydroxypropyl dimethyl phosphate